CN(C)\C=C(/C(=O)OC)\C(CC(=O)OC)=O (Z)-dimethyl 2-((dimethylamino) methylene)-3-oxoglutarate